[Na+].[Na+].P(=O)(OC1=CC=CC2=CC=CC=C12)([O-])[O-] 1-naphthyl phosphate disodium salt